CC(CN1CCCCC1)C 1-(2-methylpropyl)piperidine